N-[(1S)-5-[2-(2-aminopyridin-3-yl)-5-bromoimidazo[4,5-b]pyridin-3-yl]-2,3-dihydro-1H-inden-1-yl]-4-(benzyloxy)-5-(1,3-dioxolan-2-yl)-2-fluorobenzamide NC1=NC=CC=C1C1=NC=2C(=NC(=CC2)Br)N1C=1C=C2CC[C@@H](C2=CC1)NC(C1=C(C=C(C(=C1)C1OCCO1)OCC1=CC=CC=C1)F)=O